5,10,15-tri(4-aminophenyl)porphyrin tert-butyl-(3R)-3-hydroxy-1-oxo-8-azaspiro[4.5]decane-8-carboxylate C(C)(C)(C)C1C(C2(C[C@H]1O)CCN(CC2)C(=O)O)=O.NC2=CC=C(C=C2)C=2C1=CC=C(N1)C=C1C=CC(C(=C3C=CC(=C(C=4C=CC2N4)C4=CC=C(C=C4)N)N3)C3=CC=C(C=C3)N)=N1